7-ethyl-5-(3-isopropyl-2-oxoimidazolidin-1-yl)pyrazolo[1,5-a]Pyrimidine-3-carboxylic acid C(C)C1=CC(=NC=2N1N=CC2C(=O)O)N2C(N(CC2)C(C)C)=O